ClC1=C(C=CC(=C1)Cl)C=1CCCC2=C(C1C1=CC=C(O[C@@H]3CN(CC3)CCCF)C=C1)C=CC(=C2)C(F)F (S)-3-(4-(8-(2,4-dichlorophenyl)-3-(difluoromethyl)-6,7-dihydro-5H-benzo[7]annulen-9-yl)phenoxy)-1-(3-fluoropropyl)pyrrolidine